tert-butyl (1R,5S,8s)-8-({5-[4-fluoro-3-(trifluoromethyl)phenoxy]-1-(propan-2-yl)-1H-1,2,4-triazol-3-yl}amino)-3-azabicyclo[3.2.1]octane-3-carboxylate FC1=C(C=C(OC2=NC(=NN2C(C)C)NC2[C@H]3CN(C[C@@H]2CC3)C(=O)OC(C)(C)C)C=C1)C(F)(F)F